ClC1=C(C=CC(=C1)Cl)[C@@H](C)N1C(=NC2=C1C=C(C(=C2)F)F)N2C[C@H]([C@@H](CC2)F)N (3R,4R)-1-(1-((1R)-1-(2,4-dichlorophenyl)ethyl)-5,6-difluoro-1H-benzimidazol-2-yl)-4-fluoro-3-piperidinamine